N(N)C1=NC=C(C=C1)S(=O)(=O)C 2-hydrazineyl-5-(methylsulfonyl)pyridine